FC=1C(=NC=C(C(=O)OC)C1)NC1(CC1)C=1C=NC=CC1 methyl 5-fluoro-6-((1-(pyridin-3-yl)cyclopropyl)amino)nicotinate